8-[hydroxy{4-(trifluoromethyl)phenyl}methyl]quinoline-5-carbonitrile OC(C1=CC=C(C=2C=CC=NC12)C#N)C1=CC=C(C=C1)C(F)(F)F